NCC=1C=CC2=CN(N=C2C1)CCO 2-(6-(Aminomethyl)-2H-indazol-2-yl)ethan-1-ol